Methyl-d3 2-((1-hydroxycyclohexyl)ethynyl)isonicotinate OC1(CCCCC1)C#CC=1C=C(C(=O)OC([2H])([2H])[2H])C=CN1